(2S)-N-[(1S)-1-(2-amino-2-oxo-ethyl)-3-pyridazin-4-yl-prop-2-ynyl]-1-[1-[4-(trifluoromethoxy)phenyl]cyclopropanecarbonyl]pyrrolidine-2-carboxamide NC(C[C@@H](C#CC1=CN=NC=C1)NC(=O)[C@H]1N(CCC1)C(=O)C1(CC1)C1=CC=C(C=C1)OC(F)(F)F)=O